OC1=C(C=C2C(=C(C(OC2=C1)=O)CC(=O)N1C[C@@H](OCC1)C)C)OC (S)-7-hydroxy-6-methoxy-4-methyl-3-(2-(2-methylmorpholino)-2-oxoethyl)-2H-chromen-2-one